C(CCCCC)OC(CN(C(CCCCCCCCC(=O)OCC(CCCCCC)CCCC)CCCCCCCCC(=O)OCC(CCCCCC)CCCC)CC1CCNCC1)=O bis(2-butyloctyl) 10-[(2-hexoxy-2-oxo-ethyl)-(4-piperidylmethyl)amino]nonadecanedioate